4-(N,N-dimethylsulfamoyl)-N-(2-methoxyethyl)-N-(2-(4-phenoxypiperidin-1-yl)phenyl)benzamide CN(S(=O)(=O)C1=CC=C(C(=O)N(C2=C(C=CC=C2)N2CCC(CC2)OC2=CC=CC=C2)CCOC)C=C1)C